FC1=C(O[C@H](C)C2=NN=C3N2C=CC=C3)C(=CC(=C1)F)F ((R)-1-(2,4,6-trifluorophenoxy)ethyl)-[1,2,4]triazolo-[4,3-a]pyridine